C(C)(C)(C)OC(=O)N[C@H](CNCCNC(=O)OCC1C2=CC=CC=C2C=2C=CC=CC12)C(=O)OC methyl N-(tert-butoxycarbonyl)-3-[(2-{[(9H-fluoren-9-ylmethoxy)carbonyl]amino}ethyl)amino]-D-alaninate